6-(2-(3-Chloro-2-fluorophenyl)-5,6-dihydro-4H-pyrrolo[1,2-b]pyrazol-3-yl)benzo[d]thiazole ClC=1C(=C(C=CC1)C=1C(=C2N(N1)CCC2)C2=CC1=C(N=CS1)C=C2)F